BrC1=NN2C(CN(CC2)C(=O)OC(C)(C)C)=C1I tert-butyl 2-bromo-3-iodo-6,7-dihydropyrazolo[1,5-a]pyrazine-5(4H)-carboxylate